1,7,7-trimethyl-bicyclo[2.2.1]hept-2-yl acetate C(C)(=O)OC1C2(CCC(C1)C2(C)C)C